4-vinylbenzene-1,2-diol C(=C)C=1C=C(C(=CC1)O)O